CN(C)CC1=CC(=C(C=C1)OCCCCCCCC\C=C/CCCCCCCC)OCCCCCCCC\C=C/CCCCCCCC N,N-Dimethyl-3,4-dioleyloxybenzylamine